tert-Butyl {3-[({[(2S,5R)-6-benzyloxy-7-oxo-1,6-diazabicyclo[3.2.1]oct-2-yl]carbonyl}amino) oxy]propyl}carbamate C(C1=CC=CC=C1)ON1[C@@H]2CC[C@H](N(C1=O)C2)C(=O)NOCCCNC(OC(C)(C)C)=O